2'-(4-(Pentafluoro-λ6-sulfaneyl)phenoxy)-1-(pyrrolidin-3-yl)-[3,3'-bipyridin]-6(1H)-one FS(C1=CC=C(OC2=NC=CC=C2C2=CN(C(C=C2)=O)C2CNCC2)C=C1)(F)(F)(F)F